7-bromo-1-imino-1lambda4-Thiochromene 1-oxide BrC1=CC=C2C=CCS(C2=C1)(=N)=O